BrC1=NN=C(S1)NC(C)=O N-(5-bromo-1,3,4-thiadiazol-2-yl)acetamide